FC(CCCCCCCO[Si](OC)(OC)CCC)F difluoroheptyl-propyl-trimethoxysilane